P(=O)(OCCNC(C=C)=O)(OCC[N+](C)(C)C)[O-] acrylamidoethyl (2-(trimethylammonio)ethyl) phosphate